1-[4-(isopentyl)phenyl]-1-(4'-dimethylsilylphenyl)ethylene C(CC(C)C)C1=CC=C(C=C1)C(=C)C1=CC=C(C=C1)[SiH](C)C